C(C)O/C=C/C1=CC(=C(N)C=C1F)OC (E)-4-(2-ethoxyvinyl)-5-fluoro-2-methoxyaniline